3-(4-(trifluoromethyl)phenyl)isoxazol-5(4H)-one FC(C1=CC=C(C=C1)C1=NOC(C1)=O)(F)F